FC1=CC=C2CNCCC3C2=C1C1(C(C3)(C)C)CC1 8'-fluoro-6',6'-dimethyl-2',3',4',4a',5',6'-hexahydro-1'H-spiro[cyclopropane-1,7'-naphtho[1,8-cd]azepine]